methyl (E)-5-methylhex-2-enoate CC(C/C=C/C(=O)OC)C